CN(CCN(C1=C(C=C(C(=C1)OC)NC1=NC=CC(=N1)C1=CC2=CN(N=C2C(=C1)F)C)[N+](=O)[O-])C)C N1-(2-(dimethylamino)ethyl)-N4-(4-(7-fluoro-2-methyl-2H-indazole-5-yl)pyrimidin-2-yl)-5-methoxy-N1-methyl-2-nitrobenzene-1,4-diamine